C12C3C=CC(C2C2CCC1C2)C3 tetracyclo[4.4.0.12,5.17,10]-dodec-3-ene